C(C)(C)C1=NN2C(N(N=C(C2=C1)C(C)C)CC(=O)O)=O 2-(2,4-diisopropyl-7-oxopyrazolo[1,5-d][1,2,4]triazin-6(7H)-yl)acetic acid